(R)-2-(2-chloro-5-fluoro-7H-pyrrolo[2,3-d]pyrimidin-7-yl)-7-ethyl-6,7-dihydro-5H-Cyclopenta[b]pyridin-7-ol ClC=1N=CC2=C(N1)N(C=C2F)C2=CC=C1C(=N2)[C@@](CC1)(O)CC